1-bromo-2,5-dichloro-3,4,6-trifluorobenzene BrC1=C(C(=C(C(=C1F)Cl)F)F)Cl